Cl.Cl.N1=CC(=CC=C1)C=1C=C(C=CC1)NC(=O)[C@@H]1CNC[C@H]1C=1SC=CC1 |r| (±)-trans-N-[3-(pyridin-3-yl)phenyl]-4-(thiophen-2-yl)pyrrolidine-3-carboxamide dihydrochloride